but-2,3-dienamide C(C=C=C)(=O)N